2-bromo-N-[4-methyl-3-[2-(2-pyridyl)ethylsulfamoyl]phenyl]propanamide BrC(C(=O)NC1=CC(=C(C=C1)C)S(NCCC1=NC=CC=C1)(=O)=O)C